rac-2-(N-[4-amino-5-(4-bromobenzoyl)thiazol-2-yl]4-fluoroanilino)propanamide NC=1N=C(SC1C(C1=CC=C(C=C1)Br)=O)N(C1=CC=C(C=C1)F)[C@@H](C(=O)N)C |r|